C(C)(C)OC1=C(C=CC=C1)OC(C)C diisopropyloxybenzene